7-bromo-2-chloroquinoline-5-carboxamide BrC=1C=C(C=2C=CC(=NC2C1)Cl)C(=O)N